IC=1C(=NC=CC1)N1CCC(CC1)(C(=O)O)CC(N(C1=CC=CC=C1)C1=CC=CC=C1)=O 1-(3-iodo-2-pyridinyl)-4-[2-oxo-2-(N-phenylanilino)ethyl]piperidine-4-carboxylic acid